3-((6-(trifluoromethyl)pyridin-3-yl)methyl)urea FC(C1=CC=C(C=N1)CNC(N)=O)(F)F